2-(4-Chloro-7-fluoro-6-(4-morpholinophenyl)-2H-indazol-2-yl)-2-(6,7-dihydro-5H-pyrrolo[1,2-c]imidazol-1-yl)-N-(thiazol-2-yl)acetamide ClC=1C2=CN(N=C2C(=C(C1)C1=CC=C(C=C1)N1CCOCC1)F)C(C(=O)NC=1SC=CN1)C1=C2N(C=N1)CCC2